NC1=C(C=C(C=C1)S(=O)(=O)F)F 4-Amino-3-fluorophenyl-sulfuryl fluoride